ClC1=C(C(=CC=C1)Cl)C=1C(N=CN2N=C(C=CC21)OC2=CC(=C(C=C2)C)F)=O 5-(2,6-dichlorophenyl)-2-(3-fluoro-4-methylphenoxy)-6H-pyrimido[1,6-b]pyridazin-6-one